di-tert-butyl 3-(2-((tert-butoxycarbonyl)oxy)phenyl)-5-methyl-7,8-dihydro-5H-pyrido[3',4':4,5]pyrrolo[2,3-c]pyridazine-6,9-dicarboxylate C(C)(C)(C)OC(=O)OC1=C(C=CC=C1)C1=CC2=C(N=N1)N(C1=C2C(N(CC1)C(=O)OC(C)(C)C)C)C(=O)OC(C)(C)C